ClC=1C=C2C(=CNC2=CC1)NC(=O)NC1CC(C1)OC1=NC=C(C=C1)C(F)(F)F 1-(5-chloro-1H-indol-3-yl)-3-((1r,3r)-3-((5-(trifluoromethyl)pyridin-2-yl)oxy)cyclobutyl)urea